(5S,7S)-7-fluoro-5-phenyl-2-[rac-(1R,2R)-2-(methoxymethyl)cyclopropyl]-6,7-dihydro-5H-pyrrolo[1,2-b][1,2,4]triazole F[C@H]1C[C@H](N2N=C(N=C21)[C@H]2[C@@H](C2)COC)C2=CC=CC=C2 |&1:9,10|